1-phenyl-2,3,4,9-tetrahydro-1H-pyrido[3,4-b]indol C1(=CC=CC=C1)C1NCCC2=C1NC1=CC=CC=C21